O[C@H]1[C@H](N(CC1)C(=O)OC(C)(C)C)C(=O)OC 1-(tert-butyl) 2-methyl (2S,3R)-3-hydroxypyrrolidine-1,2-dicarboxylate